COC1=C(C=CC(=C1)CN1CCN(CC1)C)B(O)O (2-methoxy-4-((4-methylpiperazin-1-yl)methyl)phenyl)boronic acid